4-chloro-3-(3-(8-((cyclopropylmethyl)sulfonyl)-1,7-dimethyl-2,6-dioxo-1H-purin-3(2H,6H,7H)-yl)prop-1-yn-1-yl)phenyl-2-morpholinoacetamide ClC1=C(C=C(C=C1)C(C(=O)N)N1CCOCC1)C#CCN1C(N(C(C=2N(C(=NC12)S(=O)(=O)CC1CC1)C)=O)C)=O